C1(=CC(=CC=C1)CC1N(CCCC1(N[S@](=O)C(C)(C)C)C#CC(=O)OCC)C(=O)OC(C)(C)C)C1=CC=CC=C1 tert-butyl 2-({[1,1'-biphenyl]-3-yl}methyl)-3-(3-ethoxy-3-oxoprop-1-yn-1-yl)-3-{[(R)-2-methylpropane-2-sulfinyl]amino}piperidine-1-carboxylate